C(CCCC)\C(=C/C(=O)OCCCCCCCCCCCN(CCCCCCCCCCCOC(C=C(CCCCCCCCCC)CCCCC)=O)CCCO)\CCCCCCCCCC ((3-hydroxypropyl)azanediyl)bis(undecane-11,1-diyl) (2E,2'E)-bis(3-pentyltridec-2-enoate)